CC1=C(C(=O)N[C@H](C)C2=CC=C(C3=CC=CC=C23)C#CC2CCN(CC2)CC2CCNCC2)C=CC=C1 (R)-2-methyl-N-(1-(4-((1-(piperidin-4-ylmethyl)piperidin-4-yl)ethynyl)naphthalen-1-yl)ethyl)benzamide